rac-2-fluoro-3-methoxy-2-methylpropyl triflate O(S(=O)(=O)C(F)(F)F)C[C@](COC)(C)F |r|